tert-butyl 4-[6-chloro-7-fluoro-2-[4-(5-fluoro-3-methoxy-2-pyridyl)piperazine-1-carbonyl]-1H-indol-4-yl]piperidine-1-carboxylate ClC1=CC(=C2C=C(NC2=C1F)C(=O)N1CCN(CC1)C1=NC=C(C=C1OC)F)C1CCN(CC1)C(=O)OC(C)(C)C